C(C1=CC=CC=C1)(=O)[Ge](CC)(CC)C(C1=CC=CC=C1)=O bisbenzoyldiethyl-germanium